nonane-9-carboxylic acid CCCCCCCCCC(=O)O